C(C)C1C2CCN(C1)C(C2)C(O)C2=CC=NC1=CC=C(C=C21)OC (5-ethyl-1-azabicyclo[2.2.2]octane-7-yl)-(6-methoxyquinoline-4-yl)methanol